(2-dimethylaminoethyl)-2-[4-[4-[[5-[(2S,3R,4S,5S,6R)-6-ethyl-3,4,5-trihydroxy-tetrahydropyran-2-yl]-2-methyl-phenyl]methyl]phenyl]butyrylamino]-2-methyl-propionamide CN(CCCC(C(=O)N)(C)NC(CCCC1=CC=C(C=C1)CC1=C(C=CC(=C1)[C@@H]1O[C@@H]([C@H]([C@@H]([C@H]1O)O)O)CC)C)=O)C